C(C1=CC=CC=C1)OC(NC=1N=CC2=C(N=C(C=C2C1)C=1C=NC=CC1CC)N)=O 8-amino-6-(4-ethylpyridin-3-yl)-2,7-naphthyridin-3-yl-carbamic acid benzyl ester